ClC1=C(C=C(C(=C1)S(=O)(=O)O)Cl)N1N=C(CC1=O)C 1-(2,5-Dichloro-4-sulfophenyl)-3-methyl-5-pyrazolone